N-((1-methylcyclopropyl)sulfonyl)cyclopropane-1-carboxamide CC1(CC1)S(=O)(=O)NC(=O)C1CC1